(R)-6-(dimethylamino)-2-morpholino-8-(1-(phenylamino)ethyl)-4H-chromen-4-one CN(C=1C=C2C(C=C(OC2=C(C1)[C@@H](C)NC1=CC=CC=C1)N1CCOCC1)=O)C